((3R,4R)-4-(((6-((3-cyanobenzyl)(methyl)amino)-5-fluoropyrimidin-4-yl)amino)methyl)-3-hydroxypiperidin-1-yl)acetamide C(#N)C=1C=C(CN(C2=C(C(=NC=N2)NC[C@@H]2[C@H](CN(CC2)CC(=O)N)O)F)C)C=CC1